C(C1=CC=CC=C1)OC1=NC(=CC=C1C1=CC=C(C=C1)CC=O)OCC1=CC=CC=C1 2-[4-(2,6-dibenzyloxy-3-pyridyl)phenyl]acetaldehyde